CC=1N(C(=CN1)[N+](=O)[O-])CCNC(=O)N1C=NC=C1 N-(2-(2-methyl-5-nitro-1H-imidazol-1-yl)ethyl)-1H-imidazole-1-carboxamide